tert-butyl 5-(1-methylcyclopropyl)indoline-1-carboxylate CC1(CC1)C=1C=C2CCN(C2=CC1)C(=O)OC(C)(C)C